difluorochroman FC1(OC2=CC=CC=C2CC1)F